3-(4-chlorophenyl)-1-(2-methyl-1-phenylpropan-2-yl)urea ClC1=CC=C(C=C1)NC(NC(CC1=CC=CC=C1)(C)C)=O